(S)-2-amino-6-(2-hydroxypropionyl)-7,8-dihydropterin NC1(NC=2NCC(=NC2C(N1)=O)C([C@H](C)O)=O)N